C(C)(C)C1=NC=C(C(=N1)NC1=NNC2=CC(=CC=C12)[C@@H]1C[C@@]12C(NC1=CC=C(C=C21)OC)=O)OC (1R,2S)-2-{3-[(2-isopropyl-5-methoxypyrimidin-4-yl)amino]-1H-indazol-6-yl}-5'-methoxy-1'H-spiro[cyclopropan-1,3'-indol]-2'-one